(S)-2-methyl-7-((1-(pyrimidin-2-yl)ethyl)amino)-6-(6-(tetrahydro-2H-pyran-4-yl)-1H-benzo[d]imidazol-2-yl)-2H-pyrazolo[4,3-b]pyridin-5(4H)-one CN1N=C2C(NC(C(=C2N[C@@H](C)C2=NC=CC=N2)C2=NC3=C(N2)C=C(C=C3)C3CCOCC3)=O)=C1